1-[5-(trifluoromethyl)pyridazin-3-yl]ethanol FC(C=1C=C(N=NC1)C(C)O)(F)F